FC1=CC(=C(C=C1)C1=CC2=C([C@@H](CCO2)CNC=2C=NC=CC2C(=O)O)C=C1)OC 3-({[(4R)-7-(4-fluoro-2-methoxyphenyl)-3,4-dihydro-2H-1-benzopyran-4-yl]methyl}amino)pyridine-4-carboxylic acid